FC1=CC(=C(C=C1)N1CN(C(C2=C1N=C(C=C2)C)=O)C2=C(NC(C=C2)=O)C)C 1-(4-fluoro-2-methylphenyl)-7-methyl-3-(2-methyl-6-oxo-1,6-dihydropyridin-3-yl)-2,3-dihydropyrido[2,3-d]pyrimidin-4(1H)-one